COC(C(=O)O)OC 2,2-dimethoxyacetic acid